CC1(OCC2(C1)CCC(CC2)CN2[C@@H](CCCC2)C)C (2R,3R,4R,5S)-1-(((5S,8s)-3,3-dimethyl-2-oxaspiro[4.5]dec-8-yl)methyl)-2-methylpiperidine